NC=1N=CC(=NC1OCC1=C(C(=CC=C1F)F)Cl)C1=CC=C(C=C1)NS(=O)(=O)CCN1C[C@@H](CC1)O 2-[(3R)-3-hydroxy-pyrrolidin-1-yl]-ethanesulfonic acid {4-[5-amino-6-(2-chloro-3,6-difluoro-benzyloxy)-pyrazin-2-yl]-phenyl}-amide